N-(4-chloropyridin-2-yl)-2-phenylacetamide ClC1=CC(=NC=C1)NC(CC1=CC=CC=C1)=O